(S)-N-(7-(3-amino-3-oxopropyl)-5-methyl-4-oxo-2,3,4,5-tetrahydrobenzo[b][1,4]oxazepin-3-yl)-1-benzyl-1H-1,2,4-triazole-3-carboxamide NC(CCC1=CC2=C(OC[C@@H](C(N2C)=O)NC(=O)C2=NN(C=N2)CC2=CC=CC=C2)C=C1)=O